BrC=1C=CC=2N(C1)NC(C2)=O 6-bromo-1H-pyrazolo[1,5-a]pyridin-2-one